C(C)(=O)[O-].[Sn+4].C(C)(=O)[O-].C(C)(=O)[O-].C(C)(=O)[O-] tin(IV) acetate